OC1=CC=C(CNC2=CC=C(C=C2)NC(CCCCCC)=O)C=C1 N-(4-((4-Hydroxybenzyl)amino)phenyl)heptanamid